NC1=CC=C(OC=2C=C(C(C#N)=CC2OC2=CC=C(C=C2)N)C#N)C=C1 4,5-bis(4-aminophenoxy)phthalonitrile